C(C1=CC=CC=C1)N1C(=NOC1=O)CC1=C(C=CC=C1F)Cl 4-benzyl-3-[(2-chloro-6-fluorophenyl)methyl]-4,5-dihydro-1,2,4-oxadiazol-5-one